5-bromo-3-(4-(5-(difluoromethyl)-1,3,4-oxadiazol-2-yl)-2-fluorobenzyl)-1-(1-methylpiperidin-4-yl)-1,3-dihydro-2H-benzo[d]imidazol-2-one BrC1=CC2=C(N(C(N2CC2=C(C=C(C=C2)C=2OC(=NN2)C(F)F)F)=O)C2CCN(CC2)C)C=C1